FC(C=1C=C(C=C(C1)C(F)(F)F)C1=NN(C=N1)\C=C/C(=O)N1N(C(CC1)=O)CC(F)(F)F)(F)F (Z)-1-(3-(3-(3,5-bis(trifluoromethyl)phenyl)-1H-1,2,4-triazol-1-yl)acryloyl)-2-(2,2,2-trifluoroethyl)pyrazolidin-3-one